(2-(dimethylamino)ethyl)-5-(4-nitrophenyl)-2-(4-(trifluoromethyl)phenyl)oxazole-4-carboxamide CN(CCNC(=O)C=1N=C(OC1C1=CC=C(C=C1)[N+](=O)[O-])C1=CC=C(C=C1)C(F)(F)F)C